(1-(methylamino)-1-oxo-5-(pyridin-4-yl)pent-4-en-2-yl)carbamic acid tert-butyl ester C(C)(C)(C)OC(NC(C(=O)NC)CC=CC1=CC=NC=C1)=O